2-(3-Chlorophenyl)-1-(2,3-dihydro-1H-inden-5-yl)-2-methylpropyl ((S)-3-cyclohexyl-1-oxo-1-(((S)-1-oxo-3-((S)-2-oxopyrrolidin-3-yl)propan-2-yl)amino)propan-2-yl)carbamate C1(CCCCC1)C[C@@H](C(N[C@H](C=O)C[C@H]1C(NCC1)=O)=O)NC(OC(C(C)(C)C1=CC(=CC=C1)Cl)C=1C=C2CCCC2=CC1)=O